C1=C(C=CC2=CC=CC=C12)C(=O)NCC1=NOC(C1)C(=O)N[C@@H](CC(C)C)B(O)O ((1R)-1-(3-((2-naphthamido)methyl)-4,5-dihydroisoxazole-5-carboxamido)-3-methylbutyl)boronic acid